FC(S(=O)(=O)N1CCC(CC1)NC(OC(C)(C)C)=O)F tert-butyl (1-((difluoromethyl)sulfonyl)piperidin-4-yl)carbamate